CC=1C=C(C=CC1O)C(C)(CCC)C1=CC(=C(C=C1)O)C 2,2-bis(3-methyl-4-hydroxyphenyl)pentane